CCC(C)(C(=O)C(=O)O)O The molecule is a 3-hydroxylated derivative of 3-methyl-2-oxovaleric acid. It is a 2-oxo monocarboxylic acid, a 3-hydroxy monocarboxylic acid, an oxo fatty acid, a hydroxy fatty acid and a tertiary alpha-hydroxy ketone. It derives from a valeric acid. It is a conjugate acid of a 3-hydroxy-3-methyl-2-oxopentanoate.